C(C)SC1=NC(=CC(=C1C(=O)NCC1=CC(=CC=C1)F)C)N(C=1C=NC=CC1)C 2-Ethylsulfanyl-N-[(3-fluorophenyl)-methyl]-4-methyl-6-(methyl-pyridin-3-yl-amino)-pyridine-3-carboxylic acid amide